6-isopentenyl-adenosine C(CC(=C)C)C1(C2=NCN([C@H]3[C@H](O)[C@H](O)[C@@H](CO)O3)C2=NC=N1)N